3-(naphthalen-2-yl)-6-(methylsulfanyl)-1-((2-(trimethylsilyl)ethoxy)methyl)-1H-pyrazolo[3,4-d]pyrimidine-4-carbonitrile C1=C(C=CC2=CC=CC=C12)C1=NN(C2=NC(=NC(=C21)C#N)SC)COCC[Si](C)(C)C